CC(=CCC1=C(C=CC(=C1)C2=CC(=C3C4=CC(=C(C=C4OC3=C2OC)O)O)OC)O)C The molecule is a member of the class of dibenzofurans that is candidusin A substituted by a prenyl group at position 3 of the phenyl ring substituent. It has been isolated from Aspergillus taichungensis. It has a role as an antineoplastic agent and an Aspergillus metabolite. It is an aromatic ether, a member of catechols and a member of dibenzofurans. It derives from a candidusin A.